N-(1-Cyclohexyl-1H-pyrazol-5-yl)-5-(4-fluoro-3-hydroxyphenyl)isoxazole-3-carboxamide C1(CCCCC1)N1N=CC=C1NC(=O)C1=NOC(=C1)C1=CC(=C(C=C1)F)O